NC1=NC(=NC=C1)C(=O)O 4-AMINOPYRIMIDINE-2-CARBOXYLIC ACID